FC(C(=O)O)(F)F.FC(C(=O)O)(F)F.C(#N)C1=C(C=CC(=C1)C(F)(F)F)N1CCC(CC1)(C(=O)N[C@@H]1CN(CC1)C)C=1C=NC(=NC1)C=1C(=NC=CC1)OCC 1-[2-cyano-4-(trifluoromethyl)phenyl]-4-[2-(2-ethoxypyridin-3-yl)pyrimidin-5-yl]-N-[(3S)-1-methylpyrrolidin-3-yl]piperidine-4-carboxamide bistrifluoroacetate